BrC=1C=CC2=C(N(C(CC(=C2)C2=NOC(=C2)[Si](C)(C)C)=O)CC2=CC=C(C=C2)OC)C1 8-bromo-1-(4-methoxybenzyl)-4-(5-(trimethylsilyl)isoxazole-3-yl)-1,3-dihydro-2H-benzo[b]azepin-2-one